C(C1=CC=CC=C1)OC1(C2=NN=C(C=3C(=CC(=C(N(CCC=CCC1)CCOCC1=CC=CC=C1)N3)C(F)(F)F)[N+](=O)[O-])O2)C(F)(F)F 6-benzyloxy-13-(2-benzyloxy-ethyl)-17-nitro-6,15-bis(trifluoromethyl)-19-oxa-3,4,13,18-tetraazatricyclo[12.3.1.12,5]nonadeca-1(18),2,4,9,14,16-hexa-ene